anti-PhenyleneBenzobisoxazole C1(=C(C=CC=C1)C=1OC2=C(N1)C=CC=C2)C=2OC1=C(N2)C=CC=C1